IC=1C=C(CO)C=C(C1I)I 3,4,5-triiodobenzyl alcohol